BrC1=C(C=NN1CC1=CC=C(C=C1)OC)F 5-bromo-4-fluoro-1-(4-methoxybenzyl)-1H-pyrazole